N-(4-aminophenyl)-4,6-difluoroisoindoline-2-carboxamide NC1=CC=C(C=C1)NC(=O)N1CC2=CC(=CC(=C2C1)F)F